[N+](=[N-])=CC(CC[C@@H](C(=O)OC(C([2H])([2H])[2H])C([2H])([2H])[2H])NC([C@H](C(C)C)O)=O)=O propan-2-yl-1,1,1,3,3,3-d6 (S)-6-diazo-2-((S)-2-hydroxy-3-methylbutanamido)-5-oxohexanoate